C(C)(C)(C)N(C(O)=O)CCONC(C1=C(C=C(C=C1)C#N)NC1=C(C=C(C=C1)I)F)=O.ClC1=NC=NC=N1 monochloroS-triazine tert-butyl-(2-((4-cyano-2-((2-fluoro-4-iodophenyl)amino)benzamido)oxy)ethyl)-carbamate